The molecule is a 2-monoglyceride obtained by formal condensation of the carboxy group of prostaglandin I2 with the 2-hydroxy group of glycerol. It has a role as a human metabolite. It is a 2-monoglyceride, a secondary allylic alcohol, a prostaglandins I and a diol. It derives from a prostaglandin I2. CCCCC[C@@H](/C=C/[C@H]1[C@@H](C[C@H]2[C@@H]1C/C(=C/CCCC(=O)OC(CO)CO)/O2)O)O